C(C)OC(CC1=CC=C(C=C1)C1=CN(C=2N=CNC(C21)=O)C2=CC=CC=C2)=O [4-(4-oxo-7-phenyl-4,7-dihydro-3H-pyrrolo[2,3-d]pyrimidin-5-yl)-phenyl]-acetic acid ethyl ester